C(C)(=O)C1=NC=NC=C1C(=O)O 4-ACETYLPYRIMIDINE-5-CARBOXYLIC ACID